tert-butyl-6-(4-(4-bromophenyl)-5-hydroxy-1H-pyrazol-1-yl)nicotinic acid C(C)(C)(C)C1=C(C(=O)O)C=CC(=N1)N1N=CC(=C1O)C1=CC=C(C=C1)Br